BrC=1C=C(C(=NC1)C=O)C#CCNC(OC(C)(C)C)=O tert-butyl (3-(5-bromo-2-formylpyridin-3-yl)prop-2-yn-1-yl)carbamate